4H-pyrane O1C=CCC=C1